4-(3-hydroxy-propoxy)chalcone OCCCOC1=CC=C(C=C1)\C=C\C(=O)C1=CC=CC=C1